CNC1(C(=CC=CC1)C1=CC=CC=C1)[Pd] [2-(methylamino)-2-biphenylyl]palladium